5-benzyl-N-(1-methyl-2-oxo-4,5,8,9,10,11-hexahydro-3H-[1,3]diazepino[1,2-b]indazol-3-yl)-4H-1,2,4-triazole-3-carboxamide C(C1=CC=CC=C1)C=1NC(=NN1)C(=O)NC1C(N(C=2N(N=C3CCCCC23)CC1)C)=O